6-chloropyridin-3-sulfonyl chloride ClC1=CC=C(C=N1)S(=O)(=O)Cl